6-(5-chloro-2-pyridinyl)-5,7-dioxo-6,7-dihydro-5H-pyrrolo(3,4-b)pyrazine ClC=1C=CC(=NC1)N1C(C2=NC=CN=C2C1=O)=O